CC=1C2=CN(N=C2C(=C(C1)C1=CC=C(C=C1)N1CCOCC1)C)C(C(=O)NC=1SC=CN1)C1=C2N(C=N1)C[C@@H](C2)F 2-(4,7-dimethyl-6-(4-morpholinophenyl)-2H-indazol-2-yl)-2-((R)-6-fluoro-6,7-dihydro-5H-pyrrolo[1,2-c]imidazol-1-yl)-N-(thiazol-2-yl)acetamide